methyl (R)-7-allyl-4-oxo-2-(phenylethynyl)chromane-2-carboxylate C(C=C)C1=CC=C2C(C[C@](OC2=C1)(C(=O)OC)C#CC1=CC=CC=C1)=O